6-hydroxy-3-methyl-3,4-dihydronaphthalene-2-carbaldehyde OC=1C=C2CC(C(=CC2=CC1)C=O)C